O.N1C(NC(C=C1)=O)=O.N1C(NC(C=C1)=O)=O pyrimidine-2,4-dione hemihydrate